1H-benzo[g]indole-2-carboxylic Acid N1C(=CC2=CC=C3C(=C12)C=CC=C3)C(=O)O